FC1=C(C=CC(=C1)NS(=O)(=O)C1=C(C(=C(C(=C1F)F)F)F)F)OC 2-fluoro-1-methoxy-4-(pentafluorophenyl-sulfonamido)benzene